BrC1=C(C(C(=O)NC2=CC(=CC=C2)C(F)(F)F)=CC(=C1)Br)O 3,5-dibromo-3'-trifluoromethyl-salicylanilide